FC1(CCC(CC1)NC1=NC(=NC(=C1)CNC)C=1SC=C(N1)C)F N-(4,4-difluorocyclohexyl)-6-((methylamino)methyl)-2-(4-methylthiazol-2-yl)pyrimidin-4-amine